4-((4-amino-1H-pyrazol-1-yl)methyl)piperidine-1-carboxylic acid tert-butyl ester C(C)(C)(C)OC(=O)N1CCC(CC1)CN1N=CC(=C1)N